C(#N)C1=CC=C(C=C1)CC(C1=CC(=CC=C1)C(F)(F)F)=NNC(=O)NC1=CC=C(C=C1)OC(F)F 2-[2-(4-cyanophenyl)-1-[3-(trifluoromethyl)phenyl]ethylidene]-N-[4-(difluoromethoxy)phenyl]-hydrazinecarboxamide